FC1=NC=C(C=O)C=C1OC 6-FLUORO-5-METHOXYNICOTINALDEHYDE